O=C1N(/C(/SC1)=N/C(=O)NCCCCC1=CC=C(C=C1)C1=NN(C=N1)C1=CC=C(C=C1)OC(F)(F)F)C1=C(C=CC=C1)C (Z)-1-(4-oxo-3-(o-tolyl)thiazolidin-2-ylidene)-3-(4-(4-(1-(4-(trifluoromethoxy)phenyl)-1H-1,2,4-triazol-3-yl)phenyl)butyl)urea